C(#N)C1=CC(=C(COC2=CC=CC(=N2)C2=CC(=C(CC3=NC4=C(N3C3COCC3(C)C)C=C(C=C4)C(=O)O)C=C2F)F)C=C1)F 2-(4-(6-((4-cyano-2-fluorobenzyl)oxy)pyridin-2-yl)-2,5-difluorobenzyl)-1-(4,4-dimethyltetrahydrofuran-3-yl)-1H-benzo[d]imidazole-6-carboxylic acid